ClC=1C=C(C=C(C1)Cl)C1(CC(=NO1)C1=CC(=C(C(=O)NCC(=O)O)C=C1)C)C(F)(F)F (4-(5-(3,5-dichlorophenyl)-5-(trifluoromethyl)-4,5-dihydroisoxazol-3-yl)-2-methylbenzoyl)-glycine